2-(5-methyl-1H-indol-3-yl)-N-(6-morpholinobenzo[d]thiazol-2-yl)acetamide tert-butyl-4-(2-(pyrrolidin-1-yl)pyridin-4-yl)-5,6-dihydropyridine-1(2H)-carboxylate C(C)(C)(C)OC(=O)N1CC=C(CC1)C1=CC(=NC=C1)N1CCCC1.CC=1C=C2C(=CNC2=CC1)CC(=O)NC=1SC2=C(N1)C=CC(=C2)N2CCOCC2